(5S,8R)-N-(3-chloro-4-fluorophenyl)-1-fluoro-6,7,8,9-tetrahydro-5H-5,8-epiminocyclohepta[c]pyridine-10-carboxamide ClC=1C=C(C=CC1F)NC(=O)N1[C@H]2CC[C@@H]1CC=1C(=NC=CC12)F